CC1=C(C(=CC=C1)C)C1=NC(=NC(=C1)OC[C@@H](CC(C)(C)C)NCC=1N=C2C(=NC1)OC(=C2)C(C)C)NS(=O)(=O)C=2C=C(C(=O)O)C=CC2 3-[[4-(2,6-Dimethylphenyl)-6-[(2R)-2-[(6-isopropylfuro[2,3-b]pyrazin-2-yl)methylamino]-4,4-dimethyl-pentoxy]pyrimidin-2-yl]sulfamoyl]benzoic acid